(3as,5s,6ar)-3a-hydroxy-5-phenoxyhexahydrocyclopenta[c]pyrrole-2(1H)-carboxylic acid benzyl ester C(C1=CC=CC=C1)OC(=O)N1C[C@@H]2[C@](C1)(C[C@H](C2)OC2=CC=CC=C2)O